2-bromo-3',5'-dihydroxyacetophenone BrCC(=O)C1=CC(=CC(=C1)O)O